[Si](C)(C)(C(C)(C)C)OC=1C=C(N)C=CC1 3-(t-butyldimethylsilyloxy)aniline